N-[(4S)-3,4-dihydro-2H-chromen-4-yl]-4-methyl-8-(2,3,5-trifluorophenyl)isoquinoline-3-carboxamide O1CC[C@@H](C2=CC=CC=C12)NC(=O)C=1N=CC2=C(C=CC=C2C1C)C1=C(C(=CC(=C1)F)F)F